2'-chloro-5'-methoxy-6-methyl-N-(5-((trimethylsilyl)methoxy)-1,3,4-thiadiazol-2-yl)-[4,4'-bipyridine]-3-carboxamide ClC1=NC=C(C(=C1)C1=C(C=NC(=C1)C)C(=O)NC=1SC(=NN1)OC[Si](C)(C)C)OC